ClC1=C(C(=O)N(C)C)C=CC(=C1)OCC1CC2(C1)CCN(CC2)C(C(C)(C2=CC=CC=C2)C)=O 2-chloro-N,N-dimethyl-4-((7-(2-methyl-2-phenylpropanoyl)-7-azaspiro[3.5]nonan-2-yl)methoxy)benzamide